5-CHOLENOIC ACID C(CC[C@@H](C)[C@H]1CC[C@H]2[C@@H]3CC=C4CCCC[C@]4(C)[C@H]3CC[C@]12C)(=O)O